FC1(CCN(CC1)C1=NC(=CC(=N1)C1=NN=CS1)C)F 5-(2-(4,4-difluoropiperidin-1-yl)-6-methylpyrimidin-4-yl)-1,3,4-thiadiazole